Ethyl 4-bromo-2,3-dihydroxybenzoate BrC1=C(C(=C(C(=O)OCC)C=C1)O)O